OC(C)(C)CCC[C@@H](C)[C@H]1CC[C@H]2[C@@H]3CC=C4C[C@H](CC[C@]4(C)[C@H]3CC[C@]12C)O 25-hydroxy-(3beta)-cholest-5-en-3-ol